N4-((1R,3R)-3-Aminocyclopentyl)-N2-(1-isopropyl-1H-pyrazolo[3,4-b]pyridin-6-yl)-5-(1-(2,2,2-trifluoroethyl)-1H-pyrazol-3-yl)pyridine-2,4-diamine N[C@H]1C[C@@H](CC1)NC1=CC(=NC=C1C1=NN(C=C1)CC(F)(F)F)NC1=CC=C2C(=N1)N(N=C2)C(C)C